(2R)-2-amino-3-(2-chloro-3-hydroxy-4-methoxyphenyl)propionic acid methyl ester COC([C@@H](CC1=C(C(=C(C=C1)OC)O)Cl)N)=O